C(C1=CC=CC=C1)OC(=O)C1=CC=C(C=C1)NC(CCSSCCC(NC1=CC=C(C=C1)C(=O)OCC1=CC=CC=C1)=O)=O [3-(4-benzyloxycarbonyl phenylamino)-3-oxopropyl] disulfide